trinitromethyl-5-nitropyridine [N+](=O)([O-])C([N+](=O)[O-])([N+](=O)[O-])C1=NC=C(C=C1)[N+](=O)[O-]